methoxymethyl 4-((4-(benzyloxy)-2-methoxy-6-methylbenzoyl)oxy)-6-(methoxymethoxy)-2,3-dimethylbenzoate C(C1=CC=CC=C1)OC1=CC(=C(C(=O)OC2=C(C(=C(C(=O)OCOC)C(=C2)OCOC)C)C)C(=C1)C)OC